methyl 2-(3-(1-methoxyprop-1-en-2-yl)phenyl)propanoate COC=C(C)C=1C=C(C=CC1)C(C(=O)OC)C